C1=C(C=CC2=CC=CC=C12)C(=O)N[C@@H](C(=O)N1[C@@H](C[C@H](C1)O)C(=O)NC1(CCOCC1)C(C(=O)N)O)CC1CCCCC1 (2S,4R)-1-((R)-2-(2-naphthoylamino)-3-cyclohexylpropionyl)-N-(4-(2-amino-1-hydroxy-2-oxoethyl)tetrahydro-2H-pyran-4-yl)-4-hydroxypyrrolidine-2-carboxamide